O[C@H]([C@@H](C)NC(OC(C)(C)C)=O)C1=CC=C(C=C1)C(F)(F)F tert-butyl N-[(1R,2S)-2-hydroxy-1-methyl-2-[4-(trifluoromethyl)phenyl]ethyl]carbamate